C(#N)C1=C(C=CC=C1)S(=O)(=O)NC1=CC=C(C=C1)S(NC1=C(C(=CC=C1)Cl)C)(=O)=O 2-cyano-N-(4-(N-(3-chloro-2-methylphenyl)sulfamoyl)phenyl)benzenesulfonamide